2-(isoindolin-2-ylmethyl)-5-(2-(1-(methylsulfonyl)piperidin-4-yl)ethyl)-4H-pyran-4-one C1N(CC2=CC=CC=C12)CC=1OC=C(C(C1)=O)CCC1CCN(CC1)S(=O)(=O)C